Manganese(II) carbonate hydrate O.C([O-])([O-])=O.[Mn+2]